N(=[N+]=[N-])\C(\C(=O)OC)=C/C1=C(C=CC(=C1)C(F)(F)F)Cl methyl (2Z)-2-azido-3-[2-chloro-5-(trifluoromethyl)phenyl]prop-2-enoate